8-{4-[(2-hydroxyphenyl)(phenyl)methyl]piperazin-1-yl}-5-methyl-6-oxo-5,6-dihydro-1,5-naphthyridine-2,7-dicarbonitrile OC1=C(C=CC=C1)C(N1CCN(CC1)C1=C(C(N(C=2C=CC(=NC12)C#N)C)=O)C#N)C1=CC=CC=C1